C1(=CC=CC=C1)[Si](C=1C=C(C=CC1)C1=NC=CC=N1)(C1=CC=CC=C1)C1=CC=CC=C1 (3-(triphenylsilyl)phenyl)pyrimidine